tert-butyl (7-(2-(1-(4-((2,6-dioxopiperidin-3-yl)amino)-2,5-difluorophenyl)piperidin-4-yl)ethyl)-7-azaspiro[3.5]nonan-2-yl)carbamate O=C1NC(CCC1NC1=CC(=C(C=C1F)N1CCC(CC1)CCN1CCC2(CC(C2)NC(OC(C)(C)C)=O)CC1)F)=O